CS(=O)(=O)C=1C=NN(C1)CC1CC2(CN(C2)C(=O)OC(C)(C)C)C1 Tert-Butyl 6-[(4-methylsulfonylpyrazol-1-yl)methyl]-2-azaspiro[3.3]heptane-2-carboxylate